C(C)(C)C=1N(N=C2C=CC(=CC12)C1=NC(=NC=C1)N[C@@H]1[C@@H]2C[C@H]([C@@H](C1)C2)N)C (1S,2S,4R,5R)-N2-(4-(3-isopropyl-2-methyl-2H-indazol-5-yl)pyrimidin-2-yl)bicyclo[2.2.1]heptane-2,5-diamine